ClC=1C=C2CCC[C@]3(C2=CC1)CN(C1=C(OC3)C=CC(=C1)C(=O)OC)C[C@H]1[C@@H](CC1)CNC (S)-METHYL 6'-CHLORO-5-(((1R,2R)-2-((METHYLAMINO) METHYL)CYCLOBUTYL)METHYL)-3',4,4',5-TETRAHYDRO-2H,2'H-SPIRO[BENZO[B][1,4]OXAZEPINE-3,1'-NAPHTHALENE]-7-CARBOXYLATE